(1-benzyl-1H-pyrazol-4-yl)(2-((S)-2,2-dimethylcyclopropane-1-carbonyl)-8-(5-(pyrimidin-5-ylmethyl)-1,3,4-oxadiazol-2-yl)-2,6-diazaspiro[3.4]octan-6-yl)methanone C(C1=CC=CC=C1)N1N=CC(=C1)C(=O)N1CC2(CN(C2)C(=O)[C@@H]2C(C2)(C)C)C(C1)C=1OC(=NN1)CC=1C=NC=NC1